methyl 2-((5-(2-(4-chloro-2-fluorophenyl)-2-methylbenzo[d][1,3]dioxan-4-yl) thiophen-2-yl) methyl)-1-(((S)-oxetan-2-yl) methyl)-1H-benzo[d]imidazole-6-carboxylate ClC1=CC(=C(C=C1)C1(OC(C2=C(O1)C=CC=C2)C2=CC=C(S2)CC2=NC1=C(N2C[C@H]2OCC2)C=C(C=C1)C(=O)OC)C)F